ClC=1C=CC(=C(C1)NN(C1(NC2=CC=CC=C2C1NC(CCC1=CC=C(C=C1)NC(=O)N1CCC(CC1)N1C(CCC1)=O)=O)C(=O)[O-])C(C=O)=O)N1N=NN=C1 2-(((5-chloro-2-(1H-tetrazol-1-yl) phenyl) amino)-2-oxoacetylamino)-3-(4-(4-(2-oxopyrrolidin-1-yl) piperidine-1-carboxamido) phenylpropionamido)-1H-indole-2-carboxylate